C(#N)C1=CC(=C(COC2=NN(C=C2)C2CCN(CC2)CC2=NC=3C(=NC(=CC3)C(=O)O)N2C[C@H]2OCC2)C=C1)F (S)-2-((4-(3-((4-cyano-2-fluorobenzyl)oxy)-1H-pyrazol-1-yl)piperidin-1-yl)methyl)-3-(oxetan-2-ylmethyl)-3H-imidazo[4,5-b]pyridine-5-carboxylic acid